(E)-3-(5-(6-(2-(5-cyclopropyl-3-(3,5-dichloropyridin-4-yl)isoxazol-4-yl)vinyl)-3-azabicyclo[3.1.0]hex-3-yl)-1,2,4-oxadiazol-3-yl)benzoic acid C1(CC1)C1=C(C(=NO1)C1=C(C=NC=C1Cl)Cl)/C=C/C1C2CN(CC12)C1=NC(=NO1)C=1C=C(C(=O)O)C=CC1